N-(Cyclobutylmethyl)-2'-(4,5-dimethyl-1H-imidazol-2-yl)-3,4'-bipyridin-5-carboxamid C1(CCC1)CNC(=O)C=1C=C(C=NC1)C1=CC(=NC=C1)C=1NC(=C(N1)C)C